C1(CC1)N[C@H]1C[C@H](N(CC1)C(=O)N1CC2(CCCC2)[C@@H](CC1)CN1C=NC(=CC1=O)C1=CC=CC=C1)C1=CC=CC=C1 3-(((R)-7-((2S,4R)-4-(Cyclopropylamino)-2-phenylpiperidine-1-carbonyl)-7-azaspiro[4.5]decan-10-yl)methyl)-6-phenylpyrimidin-4(3H)-one